C(C1=CC=CC=C1)C1CCN(CC1)S(=O)(=O)C=1C=CC(=C(C1)N1C(CNCC1)C)OC 1-[5-[(4-Benzyl-1-piperidinyl)sulfonyl]-2-methoxy-phenyl]-2-methyl-piperazine